BrC1=CC(CC=2C(C3=CC=CC=C3C(C12)=O)=O)(C(C)(C)C)Br 4-bromo-2-bromo-2-tert-butyl-anthraquinone